OC1(CC(C1)C(=O)N1CC2(C1)CC(C2)CN2N=C(C=C2)C(F)(F)F)C ((1s,3s)-3-Hydroxy-3-methylcyclobutyl)(6-((3-(trifluoromethyl)-1H-pyrazol-1-yl)methyl)-2-azaspiro[3.3]heptan-2-yl)methanone